1-hydroxy-8-aminoanthraquinone OC1=CC=CC=2C(C3=CC=CC(=C3C(C12)=O)N)=O